1-(5-((5-cyano-4-(2-fluorophenyl)thiazol-2-yl)carbamoyl)pyridin-2-yl)piperidine-4-carboxylic acid C(#N)C1=C(N=C(S1)NC(=O)C=1C=CC(=NC1)N1CCC(CC1)C(=O)O)C1=C(C=CC=C1)F